[N+](=O)([O-])C=1C=CC(=NC1)NC(C1=CC(=CC=C1)Cl)=O N-(5-nitropyridin-2-yl)-3-chlorobenzamide